C(C)(C)(C)OC(=O)N1C(C2=C(N(C(N(C2=O)CC2=CC=CC=C2)=O)CC)CC1)CC 1,5-diethyl-3-benzyl-2,4-dioxo-1,3,4,5,7,8-hexahydropyrido[4,3-d]Pyrimidine-6(2H)-carboxylic acid tert-butyl ester